CN(C1=C(C=NC2=C(C=CC=C12)C1=C(C(=CC(=C1)F)F)F)C1OC2=CC=CC=C2C(C1)C(=O)N)C (4-(dimethylamino)-8-(2,3,5-trifluorophenyl)quinolin-3-yl)chromane-4-carboxamide